9-(2-bromo-4-(triphenylsilyl)phenyl)-9H-carbazole BrC1=C(C=CC(=C1)[Si](C1=CC=CC=C1)(C1=CC=CC=C1)C1=CC=CC=C1)N1C2=CC=CC=C2C=2C=CC=CC12